4-chloro-2-methylsulfonyl-phenylacetic acid ClC1=CC(=C(C=C1)CC(=O)O)S(=O)(=O)C